ClC1=CC(=C(C=C1C#N)NS(=O)(=O)C=1C=C(C(=O)O)C=CC1C1CC1)OCC1(COC1)C 3-(N-(4-chloro-5-cyano-2-((3-methyloxetan-3-yl)methoxy)phenyl)sulfamoyl)-4-cyclopropylbenzoic acid